BrC(CO[Si](C)(C)C(C)(C)C)C (2-bromopropyloxy)-t-butyldimethylsilane